NC1=C(C=C(C=C1)N1C[C@H](N(CC1)C(=O)OC(C)(C)C)C)OC(F)F tert-butyl (R)-4-(4-amino-3-(difluoromethoxy)phenyl)-2-methylpiperazine-1-carboxylate